4-hydroxy-6-(1-methyl-1H-pyrazol-4-yl)pyrazolo[1,5-a]pyridine-3-Formamide OC=1C=2N(C=C(C1)C=1C=NN(C1)C)N=CC2C(=O)N